trans-3-[(5-chloro-2-fluorobenzyl)oxy]-N-{3-[4-(difluoromethyl)-6-oxo-1,6-dihydropyrimidin-2-yl]-2-fluoro-4-(trifluoromethyl)benzyl}cyclobutane-1-carboxamide ClC=1C=CC(=C(CO[C@@H]2C[C@H](C2)C(=O)NCC2=C(C(=C(C=C2)C(F)(F)F)C=2NC(C=C(N2)C(F)F)=O)F)C1)F